FC=1C=C(C=C(C1F)F)C1=C(C=CC=C1)NC(=O)C=1C(=NN(C1F)C)C(F)(F)F N-(3',4',5'-trifluorobiphenyl-2-yl)-5-fluoro-1-methyl-3-trifluoromethylpyrazol-4-yl-carboxamide